N1C(=NC2=C1C=CC=C2)C2=C(C=1C3=C(C(OC1C=C2CCCCC)(C)C)C=CC(=C3)C)O 2-(1H-benzo[d]imidazol-2-yl)-6,6,9-trimethyl-3-pentyl-6H-benzo[c]chromen-1-ol